(2R,11aR)-7-Chloro-6-(cyclopropylmethoxy)-8-methyl-5-oxo-2,3,11,11a-tetrahydro-1H,5H-benzo[f]pyrrolo[2,1-c][1,4]oxazepin-2-yl benzoate C(C1=CC=CC=C1)(=O)O[C@@H]1C[C@@H]2COC3=C(C(N2C1)=O)C(=C(C(=C3)C)Cl)OCC3CC3